(S)-2-methyl-N-[3-(oxan-4-yl)propylidene]propane-2-sulfinamide CC(C)(C)[S@](=O)N=CCCC1CCOCC1